tetra(n-butyl)thiuram disulfide C(CCC)N(C(SSC(N(CCCC)CCCC)=S)=S)CCCC